O=C1N(CC2=CC=C(C=C12)OC1CCNCC1)C(=O)OC(C)(C)C tert-butyl 1-oxo-6-(piperidin-4-yloxy)isoindoline-2-carboxylate